2-methyl-6,7-dihydrospiro[cyclopenta[e]pyrazolo[1,5-a]pyrimidine-8,1'-cyclopropane]-6-carbonitrile CC1=NN2C(N=CC3=C2C2(CC2)CC3C#N)=C1